Methyl 2-((1R,3R,5S)-3-((5-cyclopropyl-3-(tetrahydro-2H-pyran-4-yl) isoxazol-4-yl) methoxy)-8-azabicyclo[3.2.1]oct-8-yl)-4-ethynylbenzo[d]thiazole-6-carboxylate C1(CC1)C1=C(C(=NO1)C1CCOCC1)COC1C[C@H]2CC[C@@H](C1)N2C=2SC1=C(N2)C(=CC(=C1)C(=O)OC)C#C